stearyl-phenolate C(CCCCCCCCCCCCCCCCC)C1=C(C=CC=C1)[O-]